methyl 2-[bis[(2,4-dimethoxyphenyl)methyl]sulfamoyl]-2-methyl-propanoate COC1=C(C=CC(=C1)OC)CN(S(=O)(=O)C(C(=O)OC)(C)C)CC1=C(C=C(C=C1)OC)OC